O1CCCC12CC=CCC2 1-oxaspiro[4.5]dec-7-ene